CC(C)(C)OC(=O)N\C(\C(=O)OC)=C\C=1C(=C2C=CN=CC2=CC1)[N+](=O)[O-] methyl (E)-2-[(2-methylpropan-2-yl)oxycarbonylamino]-3-(5-nitroisoquinolin-6-yl)prop-2-enoate